magnesium (p-toluenesulfonyl)sulfonate CC1=CC=C(C=C1)S(=O)(=O)S(=O)(=O)[O-].[Mg+2].CC1=CC=C(C=C1)S(=O)(=O)S(=O)(=O)[O-]